FC=1C=C(C(=O)N2CCN(CC2)C2=CC=CN=N2)C=CC1C1=CC(=CC=C1)O 6-[4-[3-Fluoro-4-(3-hydroxyphenyl)benzoyl]piperazin-1-yl]pyridazine